8-methyl-2-((pyrrolidin-3-ylthio)methyl)quinazolin-4(3H)-one CC=1C=CC=C2C(NC(=NC12)CSC1CNCC1)=O